C[C@@H]1C[C@@H](C[C@@H](C1)C1=C2N=CC=NC2=C(C=C1)C(F)(F)F)N (1S,3S,5R)-3-methyl-5-(8-(trifluoromethyl)quinoxalin-5-yl)cyclohexylamine